α-trehalose C([C@@H]1[C@H]([C@@H]([C@H]([C@H](O1)O[C@@H]2[C@@H]([C@H]([C@@H]([C@H](O2)CO)O)O)O)O)O)O)O